C(CC)NC(=O)C=1C(NC=CC1)=S N-propyl-2-thioxo-1,2-dihydropyridine-3-carboxamide